NCCCCCC(=O)N1CCN(CC1)CCCOC1=CC=C(C=C1)C(C(=O)N[C@@H](C(=O)NCC1=C(C=C(C=C1F)O)F)CCCN\C(=N/C(NCCNC(CC)=O)=O)\N)C1=CC=CC=C1 (2R)-2-(2-(4-(3-(4-(6-aminohexanoyl)piperazin-1-yl)propoxy)phenyl)-2-phenylacetamido)-N-(2,6-difluoro-4-hydroxybenzyl)-5-((Z)-2-((2-propionamidoethyl)carbamoyl)guanidino)pentanamide